1-((4-(5-(4-(trifluoromethoxy)phenyl)-1,2,4-oxadiazol-3-yl)naphthalen-1-yl)methyl)azetidine-3-carboxylic acid FC(OC1=CC=C(C=C1)C1=NC(=NO1)C1=CC=C(C2=CC=CC=C12)CN1CC(C1)C(=O)O)(F)F